FC1=C(C=CC=C1F)CN1C(CCC1=O)CC(=O)N[C@@H](CC(=O)O)CC(C)C (2R)-2-[[2-[1-[(2,3-difluorophenyl)methyl]-5-oxopyrrolidin-2-yl]acetyl]amino]-4-methylpentanecarboxylic acid